COP(OC)(=O)CC1=CC(=CC=C1)CN1C2=NC(=NC(=C2N=C1)N)F (3-((6-amino-2-fluoro-9H-purin-9-yl)methyl)benzyl)phosphonic acid dimethyl ester